C(CCCCCCC)C(CCCCCCCC)OC(CCCCCCOC(=O)[C@H]1N(CC(C1)OC(CCN(C)C)=O)CCCCCC(OCCCCCCCCCCC)=O)=O [7-(1-octylnonoxy)-7-oxo-heptyl](2S)-4-[3-(dimethylamino)propanoyloxy]-1-(6-oxo-6-undecoxy-hexyl)pyrrolidine-2-carboxylate